C(=O)(O)C1=NC2=NC=CC=C2C=C1 2-carboxynaphthyridine